ClC=1C=2C(N(C(C1C=O)=O)CC1=CC=C(C=C1)OC)=CN(N2)CC 7-chloro-2-ethyl-4-(4-methoxybenzyl)-5-oxo-4,5-dihydro-2H-pyrazolo[4,3-b]pyridine-6-carbaldehyde